N1(CCN(CC1)CCCN(CCC(=O)OCCC=1N=NN(C1)CCCCCCCCCC)CCC(=O)OCCC=1N=NN(C1)CCCCCCCCCC)CCCN(CCC(=O)OCCC=1N=NN(C1)CCCCCCCCCC)CCC(=O)OCCC=1N=NN(C1)CCCCCCCCCC tetrakis(2-(1-decyl-1H-1,2,3-triazol-4-yl)ethyl) 3,3',3'',3'''-((piperazine-1,4-diylbis(propane-3,1-diyl))bis(azanetriyl))tetrapropionate